C(C(C)C)C1=CC=C(C=C1)[C@H](C(=O)OCCC=C)C but-3-en-1-yl (R)-2-(4-isobutylphenyl)propanoate